C(C1=CC=CC=C1)(=O)OOC1CCC(C=2C(=NN(C12)C1=CC(=CC=C1)Br)C(F)(F)F)C(C)(C)C tert-butyl-((1-(3-bromophenyl)-3-(trifluoromethyl)-4,5,6,7-tetrahydro-1H-indazol-7-yl) oxy) benzoate